C(CCC)N(CCCNC(O[C@H]1[C@H](NC[C@@H]1O)CC1=CC=C(C=C1)OC)=O)CCCC (2R,3S,4S)-4-hydroxy-2-[(4-methoxyphenyl)methyl]pyrrolidin-3-yl N-[3-(dibutylamino) propyl]carbamate